N-[2-(2,5-dichloro-1,3-thiazol-4-yl)ethyl]-2-(3-hydroxyphenyl)acetamide tert-Butyl-(1R,3R,4S,5S)-5-(difluoromethyl)-3-(hydroxymethyl)-2-azabicyclo[2.2.1]heptane-2-carboxylate C(C)(C)(C)OC(=O)N1[C@H]2C[C@@H]([C@@H]([C@@H]1CO)C2)C(F)F.ClC=2SC(=C(N2)CCNC(CC2=CC(=CC=C2)O)=O)Cl